9,9',9''-(6-(3,6-diphenyl-9H-carbazol-9-yl)-2',6'-diphenyl-[4,4'-bipyridine]-2,3,5-triyl)tris(3,6-dimethyl-9H-carbazole) C1(=CC=CC=C1)C=1C=CC=2N(C3=CC=C(C=C3C2C1)C1=CC=CC=C1)C1=C(C(=C(C(=N1)N1C2=CC=C(C=C2C=2C=C(C=CC12)C)C)N1C2=CC=C(C=C2C=2C=C(C=CC12)C)C)C1=CC(=NC(=C1)C1=CC=CC=C1)C1=CC=CC=C1)N1C2=CC=C(C=C2C=2C=C(C=CC12)C)C